N,N'-bis(benzyl)-1,2-cyclohexanediamine C(C1=CC=CC=C1)NC1C(CCCC1)NCC1=CC=CC=C1